ClC1=CC(=C2C(=N1)C1(OCC2=O)COCC1)OC1COC1 chloro-4'-(oxetan-3-yloxy)-4,5-dihydro-2H-spiro[furan-3,8'-pyrano[3,4-b]pyridin]-5'(6'H)-one